OC=1C=C(C=CC1OC)CNC1=CN=C2C(=N1)N=C(C=C2)N2CCC(CC2)O 1-(3-{[(3-hydroxy-4-methoxyphenyl)methyl]amino}pyrido[2,3-b]pyrazin-6-yl)piperidin-4-ol